C(C)C1C(C1)(C(=O)OC)C(=O)OC dimethyl 2-ethylcyclopropane-1,1-dicarboxylate